[Na+].FC(C(C(C(C(F)(F)F)(F)F)(F)F)(F)F)(S(=O)(=O)[O-])F perfluoro-1-pentanesulfonate sodium